3-azabicyclo[3.1.0]hexane-2-formic acid C12C(NCC2C1)C(=O)O